2-(4-(1H-imidazol-1-yl)phenyl)-4-(4-(4-fluorophenoxy)benzyl)-5-methyloxazole N1(C=NC=C1)C1=CC=C(C=C1)C=1OC(=C(N1)CC1=CC=C(C=C1)OC1=CC=C(C=C1)F)C